CN(C(C=C)=O)CC N-methyl-N-ethylacrylamide